(R)-(2-(7-(2-(4H-1,2,4-Triazol-4-yl)ethoxy)-1-(cyclopropylmethyl)-1H-pyrrolo[2,3-c]pyridin-2-yl)-3-methylpyrazolo[1,5-a]pyridin-6-yl)(3-aminopiperidin-1-yl)methanone N=1N=CN(C1)CCOC=1N=CC=C2C1N(C(=C2)C2=NN1C(C=CC(=C1)C(=O)N1C[C@@H](CCC1)N)=C2C)CC2CC2